7-(4-{[4-(2-hydroxyethyl)-2-(trifluoromethyl)phenyl]methoxy}-3-methoxyphenyl)-2H,4H,5H,6H,7H-[1,2,3]triazolo[4,5-b]pyridin-5-one OCCC1=CC(=C(C=C1)COC1=C(C=C(C=C1)C1C=2C(NC(C1)=O)=NNN2)OC)C(F)(F)F